FC(OC1=NC=CC(=C1)C([C@H](C)O)NC(=O)NC1CC(C1)C(F)(F)F)F 1-[(2S)-1-[2-(difluoro-methoxy)pyridin-4-yl]-2-hydroxypropyl]-3-[(1r,3r)-3-(trifluoro-methyl)cyclobutyl]urea